methyl 2-fluoro-6-iodobenzoate FC1=C(C(=O)OC)C(=CC=C1)I